4-butyl-1-thioxo-2,4-dihydrothieno[2,3-e][1,2,4]triazolo[4,3-a]pyrimidin-5(1H)-one C(CCC)N1C=2N(C3=C(C1=O)SC=C3)C(NN2)=S